3-(2-chloro-3-(indolin-5-yl)phenyl)piperidine-2,6-dione ClC1=C(C=CC=C1C=1C=C2CCNC2=CC1)C1C(NC(CC1)=O)=O